(E)-2-Chloro-5-(4-methoxystyryl)thiophene ClC=1SC(=CC1)\C=C\C1=CC=C(C=C1)OC